FC(OC1=CC=C(C=C1)N1C=C(N=C2C(NC(N=C12)(N)OCC)=O)C=1C=CC2=C(N(C(=N2)CO)C)C1)F 8-(4-(difluoromethoxy)phenyl)-2-ethoxy-6-(2-(hydroxymethyl)-1-methyl-1H-benzo[d]imidazol-6-yl)pterin